(alpha-vinylbenzyl)trimethyl-ammonium C(=C)C(C1=CC=CC=C1)[N+](C)(C)C